[Si](C1=CC=CC=C1)(C1=CC=CC=C1)(C(C)(C)C)OC[C@H]1NCCC1 (2S)-2-{[(tert-butyldiphenylsilyl)oxy]methyl}pyrrolidine